2-cyclopropyl-4-(4-(difluoromethoxy)phenyl)-6-(2-methyl-2H-indazol-5-yl)-7-(methylamino)thieno[3,2-b]pyridin-5(4H)-one C1(CC1)C1=CC=2N(C(C(=C(C2S1)NC)C1=CC2=CN(N=C2C=C1)C)=O)C1=CC=C(C=C1)OC(F)F